C12CN(CC(N1)C2)C2=NC=C(C=N2)C=2C=1N(C=C(C2)OCCN2CCOCC2)N=CC1C#N 4-(2-(3,6-diazabicyclo[3.1.1]hept-3-yl)pyrimidin-5-yl)-6-(2-morpholinylethoxy)pyrazolo[1,5-a]pyridine-3-carbonitrile